C(C)OC(=O)C1(CN(C1)C(=O)OC(C)(C)C)CC 3-Ethyl-azetidine-1,3-dicarboxylic acid 1-tert-butyl 3-ethyl ester